ClC1=C(C=C2C=NN(C2=C1)C1=NC2=NC=CC=C2C=C1)C(=O)O 6-chloro-1-(1,8-naphthyridin-2-yl)-1H-indazole-5-carboxylic acid